ClC=1C=NC=C(C1[C@@H](C)OC=1C=C2C(=NNC2=CC1)C=1C=NC(=CC1)N1CC(C1)C(F)F)Cl (R)-5-(1-(3,5-dichloropyridin-4-yl)ethoxy)-3-(6-(3-(difluoromethyl)azetidin-1-yl)pyridin-3-yl)-1H-indazole